FC(C(/C(=C/C(C(C(F)(F)F)(F)F)(F)F)/F)(F)F)(F)F (Z)-1,1,1,2,2,3,5,5,6,6,7,7,7-tridecafluorohept-3-ene